COC(=O)C1=C(C2=CC=CC=C2C(=C1)O[C@H]3[C@@H]([C@H]([C@@H]([C@H](O3)CO)O)O)O)O The molecule is a member of the class of naphthols that is naphthalen-1-ol substituted by a beta-D-glucopyranosyloxy residue at position 4 and a methoxycarbonyl group at position 2. It has been isolated from the roots of Rubia yunnanensis. It has a role as a metabolite and a plant metabolite. It is an aromatic ester, a member of naphthols, a monosaccharide derivative and a beta-D-glucoside.